(6-((1-(methyl-d3)-1H-pyrazol-3-yl)carbamoyl)pyridin-3-yl)piperazine-1-carboxylic acid tert-butyl ester C(C)(C)(C)OC(=O)N1C(CNCC1)C=1C=NC(=CC1)C(NC1=NN(C=C1)C([2H])([2H])[2H])=O